2,4,7,8,9-Penta-O-acetyl-N-acetylneuraminic acid C(C)(=O)OC1(C(O)=O)C[C@H](OC(C)=O)[C@@H](NC(C)=O)[C@@H](O1)[C@H](OC(C)=O)[C@H](OC(C)=O)COC(C)=O